NC1=C(C=C(C=C1C1=CC=C(C=C1)S(N)(=O)=O)NC=1C=C(C(=O)O)C=CC1)C(N)=O 3-((6-amino-5-carbamoyl-4'-sulfamoyl-[1,1'-biphenyl]-3-yl)amino)benzoic acid